C(C(C)C)NCC(=O)NC1CCC(CC1)C=1SC2=C(N1)C(=C(N2)C=2C=C(C=1N(C2)N=CN1)OC)C(C)C 2-(isobutylamino)-N-(4-(6-isopropyl-5-(8-methoxy-[1,2,4]triazolo[1,5-a]pyridin-6-yl)-4H-pyrrolo[3,2-d]thiazol-2-yl)cyclohexyl)acetamide